C(C)(C)(C)C1=CC=C(C=C1)C1=C2C(=NNC2=CC=C1)NCC1=CC=C(C=C1)O 4-(((4-(4-(tert-butyl)phenyl)-1H-indazol-3-yl)amino)methyl)phenol